6-(3-(2-(2,2-difluoro-2-(quinolin-5-yl)ethoxy)acetyl)-3,8-diazabicyclo[3.2.1]octan-8-yl)nicotinonitrile FC(COCC(=O)N1CC2CCC(C1)N2C2=NC=C(C#N)C=C2)(C2=C1C=CC=NC1=CC=C2)F